3-{4-[8-amino-5-(1,3-dimethyl-1H-pyrazol-4-yl)-3-methylimidazo[1,5-a]pyrazin-1-yl]naphthalen-1-yl}-1-[3-(trifluoromethyl)phenyl]urea NC=1C=2N(C(=CN1)C=1C(=NN(C1)C)C)C(=NC2C2=CC=C(C1=CC=CC=C21)NC(NC2=CC(=CC=C2)C(F)(F)F)=O)C